(E)-methyl 4-((4-((4-carbamoyl-2-((4-hydroxy-4-methylpent-2-yn-1-yl) oxy)-6-nitrophenyl) amino) but-2-en-1-yl) amino)-3-methoxy-5-nitrobenzoate C(N)(=O)C1=CC(=C(C(=C1)[N+](=O)[O-])NC/C=C/CNC1=C(C=C(C(=O)OC)C=C1[N+](=O)[O-])OC)OCC#CC(C)(C)O